CC1(N(C2=CC(=C(C(=C2C1)Cl)Cl)OCC1CN(C(O1)=O)C)C)C(=O)[O-] 2-(±)-Methyl-4,5-dichloro-1-methyl-6-[(3-methyl-2-oxo-oxazolidin-5-yl)methoxy]indole-2-carboxylate